methyl (E)-4-[6-[2,4-difluoro-N-[(4-methoxyphenyl)methyl]anilino] pyrazin-2-yl]-4-ethyl-hex-2-enoate FC1=C(N(CC2=CC=C(C=C2)OC)C2=CN=CC(=N2)C(/C=C/C(=O)OC)(CC)CC)C=CC(=C1)F